1-methyl-6-(piperazin-1-yl)-1,2,3,4-tetrahydropyrimidine-2,4-dione TFA Salt OC(=O)C(F)(F)F.CN1C(NC(C=C1N1CCNCC1)=O)=O